(N-[4-Amino-5-(4-methoxybenzoyl)thiazol-2-yl]-4-fluoroanilino)propanamid NC=1N=C(SC1C(C1=CC=C(C=C1)OC)=O)N(C1=CC=C(C=C1)F)C(C(=O)N)C